N,N-Dimethyldecanamide CN(C(CCCCCCCCC)=O)C